(2-(ethylthio)phenyl)but-3-enamide C(C)SC1=C(C=CC=C1)C(C(=O)N)C=C